Cl.CN1N=C(C2=C1CNCC2)C2=CC=C(C=C2)C(F)(F)F 1-methyl-3-(4-(trifluoromethyl)phenyl)-4,5,6,7-tetrahydro-1H-pyrazolo[3,4-c]pyridine hydrochloride